6-fluoropyridinecarboxanilide FC1=CC=CC(=N1)C(=O)NC1=CC=CC=C1